2-{3-[(4-methanesulfonyl-2-methoxyphenyl)amino]prop-1-yn-1-yl}-N-[1-(3-methanesulfonylpropyl)piperidin-4-yl]-1-(2,2,2-trifluoroethyl)-1H-indol-4-amine CS(=O)(=O)C1=CC(=C(C=C1)NCC#CC=1N(C=2C=CC=C(C2C1)NC1CCN(CC1)CCCS(=O)(=O)C)CC(F)(F)F)OC